FC(N1N=CC=C1CN1[C@@H](CCN2C1=NC(=CC2=O)N2[C@@H](COCC2)C)C(F)(F)F)F (S)-9-(2-Difluoromethyl-2H-pyrazol-3-ylmethyl)-2-((R)-3-methyl-morpholin-4-yl)-8-trifluoromethyl-6,7,8,9-tetrahydro-pyrimido[1,2-a]-pyrimidin-4-one